FC(C1=CC=C2CCNCC2=C1)(F)F 7-trifluoromethyl-1,2,3,4-tetrahydroisoquinoline